N-vinyl-3(E)-ethylidenepyrrolidone C(=C)N1C(/C(/CC1)=C/C)=O